2'-(dicyclohexylphosphanyl)-N2,N2,N4,N4-tetramethyl-[1,1'-biphenyl]-2,4-diamine C1(CCCCC1)P(C1=C(C=CC=C1)C=1C(=CC(=CC1)N(C)C)N(C)C)C1CCCCC1